NCC(C)(O)C 1-amino-2-methylpropane-2-ol